2-(1,3-butadienyl)-5-methylfuran C(=CC=C)C=1OC(=CC1)C